O[C@@H]1C[C@@H](CCC1)NC1=NC=NC=C1C(=O)N 4-((1r,3s)-3-hydroxycyclohexylamino)pyrimidine-5-carboxamide